Br[C@H](C(=O)O)C(C)C (2S)-2-bromo-3-methylbutanoic acid